4-((8aR)-2-acryloyl-6-oxooctahydropyrrolo[1,2-a]pyrazin-4-yl)-6-chloropyridin C(C=C)(=O)N1C[C@@H]2N(C(C1)C1=CC=NC(=C1)Cl)C(CC2)=O